tert-butyl (S)-2-(7-chloro-2-(2-methylthiazol-5-yl)-1,2,3,4-tetrahydroisoquinolin-5-yl)pyrrolidine-1-carboxylate ClC1=CC(=C2CCN(CC2=C1)C1=CN=C(S1)C)[C@H]1N(CCC1)C(=O)OC(C)(C)C